(2S,3R)-2-(hydroxymethyl)pyrrolidine-3-ol hydrochloride Cl.OC[C@@H]1NCC[C@H]1O